Cl.N1CC(OCC1)[C@@H](C)O (1R)-1-morpholin-2-ylethanol hydrochloride